(3S)-3-methyl-4-(((2R)-4-(4-(trifluoromethyl)phenyl)pyrrolidin-2-yl)methyl)morpholine C[C@@H]1N(CCOC1)C[C@@H]1NCC(C1)C1=CC=C(C=C1)C(F)(F)F